4-Fluoro-N-phenyl-Aniline FC1=CC=C(NC2=CC=CC=C2)C=C1